ClS(=O)(=O)C1=C(C(=O)[O-])C(=CC=C1)F 2-(chlorosulfonyl)-6-fluorobenzoate